N[K].C[Si](N[Si](C)(C)C)(C)C hexamethyldisilazane aminopotassium salt